ClC1=NC=C(C(=O)NOC)C(=C1)NC1=C(C=C(C=C1)F)N(S(=O)(=O)C)C 6-chloro-4-((4-fluoro-2-(N-methylmethanesulfonamido)phenyl)amino)-N-methoxynicotinamide